NCC1=CC2=CC=C(C=C2C=C1)CN 2,6-bis(aminomethyl)naphthalene